(5-bromo-2,3-dihydro-1-benzofuran-7-yl)methanol 1-(2-(Trifluoromethyl)pyridin-4-yl)azetidin-3-yl-4-(azetidin-1-yl)-2-ethyl-5,7-dihydro-6H-pyrrolo[3,4-d]-pyrimidine-6-carboxylate FC(C1=NC=CC(=C1)C1(N(CC=2N=C(N=C(C21)N2CCC2)CC)C(=O)OCC2=CC(=CC=1CCOC12)Br)C1CNC1)(F)F